N1C(=NCC1)C(CN)N 1-(4,5-dihydro-1H-imidazol-2-yl)ethane-1,2-diamine